(S)-11-((4-(4-aminophenyl)piperazin-1-yl)methyl)-4-ethyl-8-fluoro-4-hydroxy-9-methyl-1,12-dihydro-14H-pyrano[3',4':6,7]indolizino[1,2-b]quinoline-3,14(4H)-dione NC1=CC=C(C=C1)N1CCN(CC1)CC1=C2C(=NC=3C=C(C(=CC13)C)F)C1=CC3=C(C(N1C2)=O)COC([C@]3(O)CC)=O